ClC1=C2C(=C(C(N(C2=CC=C1)C)=O)C(=O)N(C1=CC=CC=C1)CC)O 5-chloro-N-ethyl-4-hydroxy-1-methyl-2-oxo-N-phenyl-1,2-dihydroquinoline-3-carboxamide